5-chloro-1'-(2-{[1-(oxetan-3-yl)-2-oxo-1,2,3,4-tetrahydroquinolin-6-yl]oxy}ethyl)-1,2-dihydrospiro[indole-3,4'-piperidin]-2-one ClC=1C=C2C(=CC1)NC(C21CCN(CC1)CCOC=1C=C2CCC(N(C2=CC1)C1COC1)=O)=O